6-(quinuclidin-3-yl)pyrido[4,3-d]pyrimidin-7(6H)-one N12CC(C(CC1)CC2)N2C=C1C(N=CN=C1)=CC2=O